(E)-ethyl 3-(3-aminoisoquinolin-7-yl)acrylate NC=1N=CC2=CC(=CC=C2C1)/C=C/C(=O)OCC